2-(3-{2-[1-(difluoromethyl)cyclopropyl]ethynyl}pyridin-4-yl)-3-[(3-fluoro-2-methoxyphenyl)amino]-1H,5H,6H,7H-pyrrolo[3,2-c]pyridin-4-one FC(C1(CC1)C#CC=1C=NC=CC1C1=C(C=2C(NCCC2N1)=O)NC1=C(C(=CC=C1)F)OC)F